N,N-Di-(2-ethylhexyl)acrylamide tert-Butyl-(1S,2R)-2-(4-chloro-2-(2,4-dimethoxybenzyl)-7-fluoro-1,1-dimethyl-3-oxo-2,3-dihydro-1H-pyrrolo[3,4-c]pyridin-6-ylamino)cyclohexylcarbamate C(C)(C)(C)OC(N[C@@H]1[C@@H](CCCC1)NC1=C(C2=C(C(=N1)Cl)C(N(C2(C)C)CC2=C(C=C(C=C2)OC)OC)=O)F)=O.C(C)C(CN(C(C=C)=O)CC(CCCC)CC)CCCC